FC(OC1=CC=C(C=C1)C=1C=CC(N(N1)CC1=CC(=NO1)C)=O)F 6-[4-(difluoromethoxy)phenyl]-2-[(3-methyl-1,2-oxazol-5-yl)methyl]-2,3-dihydropyridazine-3-one